OC1(CC1)C1=NNC(=N1)C1CC2(CN(C2)C(=O)N2CC(C2)C23CC(C2)(C3)C3=CC=C(C=C3)OC(F)(F)F)C1 [6-[3-(1-hydroxycyclopropyl)-1H-1,2,4-triazol-5-yl]-2-azaspiro[3.3]heptan-2-yl]-[3-[3-[4-(trifluoromethoxy)phenyl]-1-bicyclo[1.1.1]pentanyl]azetidin-1-yl]methanone